vinyl 2-ethylsulfite CCS(=O)(OC=C)[O-]